diethyl (fluoro(methylsulfonyl)methyl)phosphonate FC(S(=O)(=O)C)P(OCC)(OCC)=O